(E)-3-(2,2-dimethyl-3-oxo-1,2,3,4-tetrahydropyrido[2,3-b]pyrazin-7-yl)-N-methyl-N-((3-methylbenzofuran-2-yl)methyl)acrylamide CC1(NC2=C(NC1=O)N=CC(=C2)/C=C/C(=O)N(CC=2OC1=C(C2C)C=CC=C1)C)C